C(=O)(O)C1=C(C=C(C=C1C(=O)O)OC1=CC=C(C=C1)C=CC(C1=CC=CC=C1)=O)C1=C(C(C(=O)O)=CC(=C1)OC1=CC=C(C=C1)C=CC(C1=CC=CC=C1)=O)C(=O)O 3-[2,3-Dicarboxy-5-[4-(3-oxo-3-phenylprop-1-enyl)phenoxy]phenyl]-5-[4-(3-oxo-3-phenylprop-1-enyl)phenoxy]phthalic acid